FC1=C(CC2=NC3=C(N2C[C@H]2OCC2)C=C(C=C3)C(=O)O)C=C(C(=C1)C1=NC(=CC=C1)OCC1=CN=CS1)F (S)-2-(2,5-difluoro-4-(6-(thiazol-5-ylmethoxy)pyridin-2-yl)benzyl)-1-(oxetan-2-ylmethyl)-1H-benzo[d]imidazole-6-carboxylic acid